NC/C(/CN1N=CN(C1=O)C=1C=NC(=CC1C)C1=CC=C2C=NNC2=C1)=C\F 2-[(2E)-2-(aminomethyl)-3-fluoroprop-2-en-1-yl]-4-[6-(1H-indazol-6-yl)-4-methylpyridin-3-yl]-2,4-dihydro-3H-1,2,4-triazol-3-one